4-(N-(5-bromo-3-nitropyridin-2-yl)-2-ethoxy-2-ketoacetamido)piperidine BrC=1C=C(C(=NC1)N(C(C(=O)OCC)=O)C1CCNCC1)[N+](=O)[O-]